CC=1N=CSC1C(=O)NC[C@@H](CC)C(N[C@H]1C2=C(CN3N(C1=O)CCC3)C=CC=C2)=O 4-Methyl-N-((R)-2-(((S)-11-oxo-2,3,10,11-tetrahydro-1H,5H-benzo[d]pyrazolo[1,2-a][1,2]diazepin-10-yl)carbamoyl)butyl)thiazole-5-carboxamide